CS(=O)(=O)N1CCN(CC1)C(CC)O (4-(methylsulfonyl)piperazine-1-Yl)propan-1-ol